C(C)(C)(C)OC(=O)NC1=NC(=CC(=C1)C[S@](=O)(C)=NC(OC(C)(C)C)=O)OCCCC=O |r| (rac)-tert-butyl [({2-[(tert-butoxycarbonyl)amino]-6-(4-oxobutoxy)pyridin-4-yl}methyl)(methyl)oxido-λ6-sulfanylidene]carbamate